1-(3-(1H-pyrazol-4-yl)pyrido[3,4-b]pyrazin-2-yl)-N-(2,4-difluorophenyl)-N-methylpiperidin-4-amine N1N=CC(=C1)C1=C(N=C2C(=N1)C=NC=C2)N2CCC(CC2)N(C)C2=C(C=C(C=C2)F)F